FC1=C(C=CC=C1)[C@H](CO)NC(OC(C)(C)C)=O (R)-tert-butyl (1-(2-fluorophenyl)-2-hydroxyethyl)carbamate